6-(3-(((1S,3S,4S,5R)-4-fluoro-1-methyl-8-azabicyclo[3.2.1]octan-3-yl)(methyl)amino)-1,2,4-triazin-6-yl)isoquinolin-7-ol F[C@@H]1[C@H](C[C@@]2(CC[C@H]1N2)C)N(C=2N=NC(=CN2)C=2C=C1C=CN=CC1=CC2O)C